Ethyl 6-methyl-5-(2-nitrophenyl)sulfonyl-6,7-dihydro-4H-pyrazolo[1,5-a]pyrazine-2-carboxylate CC1N(CC=2N(C1)N=C(C2)C(=O)OCC)S(=O)(=O)C2=C(C=CC=C2)[N+](=O)[O-]